8-(4-Benzyloxy-phenyl)-1-propyl-2-(3-trifluoromethyl-phenyl)-1,7-dihydro-purin-6-one C(C1=CC=CC=C1)OC1=CC=C(C=C1)C1=NC=2N=C(N(C(C2N1)=O)CCC)C1=CC(=CC=C1)C(F)(F)F